CC1=NOC(=C1C1=CC=CC(=N1)C1(C=C(C(C2(CC2)C1)=O)C#N)OC)C 7-[6-(3,5-dimethyl-1,2-oxazol-4-yl)pyridin-2-yl]-7-methoxy-4-oxospiro[2.5]oct-5-ene-5-carbonitrile